N-(3-bromo-2,5-dichlorophenyl)-N-(propylsulfonyl)propane-1-sulfonamide BrC=1C(=C(C=C(C1)Cl)N(S(=O)(=O)CCC)S(=O)(=O)CCC)Cl